2-(2-methoxyphenyl)-6-(3-methyl-3,8-diazabicyclo[3.2.1]oct-8-yl)imidazo[1,2-a]pyrimidine COC1=C(C=CC=C1)C=1N=C2N(C=C(C=N2)N2C3CN(CC2CC3)C)C1